ClC=1C=C(OC2CCC(CC2)NC(=O)C=2N=NC(=CC2)N2CCC3(CC(C3)O)CC2)C=CC1C#N N-((1r,4r)-4-(3-Chloro-4-cyanophenoxy)cyclohexyl)-6-(2-hydroxy-7-azaspiro[3.5]nonan-7-yl)pyridazine-3-carboxamide